CCCCNC1=NC(=C(C(=N1)N)CCCN1CCOCC1)C N-4-butyl-6-methyl-5-(3-morpholinopropyl)-pyrimidine-2,4-diamine